CCC(C)CC(C)C(=O)OC1(C(=CC2=CC(=NC=C2C1=O)C(=O)O)O)C The molecule is an azaphilone that is the ester obtained by formal condensation of the carboxy group of 2,4-dimethylhexanoic acid with the tertiary hydroxy group of 7-hydroxy-7-methyl-6,8-dioxo-2,6,7,8-tetrahydroisoquinoline-3-carboxylic acid. It has a role as an Aspergillus metabolite. It is an azaphilone, a member of isoquinolines, a beta-diketone, a carboxylic ester, a cyclic ketone, a dioxo monocarboxylic acid and a polyketide.